C(C)(C)(C)OC(=O)N1CCN(CC1)CC=1C(=CC=2C3=C(N(C2C1)C)C(N(N=C3)CC3=C(C=CC=C3)F)=O)F 4-((8-fluoro-3-(2-fluorobenzyl)-5-methyl-4-oxo-4,5-dihydro-3H-pyridazino[4,5-b]indol-7-yl)methyl)piperazine-1-carboxylic acid tert-butyl ester